CN(C1=NC=C(C=N1)C1C(C=2NC3=CC=CC=C3C2CC1)=O)C (2-(dimethylamino)pyrimidin-5-yl)-2,3,4,9-tetrahydro-1H-carbazol-1-one